2-((1R,3R,5S)-3-((5-cyclopropyl-3-(2-fluorophenyl)isoxazol-4-yl)methoxy)-8-azabicyclo[3.2.1]oct-8-yl)-4-ethynylbenzo[d]thiazole-6-carboxylic acid methyl ester COC(=O)C1=CC2=C(N=C(S2)N2[C@H]3CC(C[C@@H]2CC3)OCC=3C(=NOC3C3CC3)C3=C(C=CC=C3)F)C(=C1)C#C